rac-(4aR,8aS)-6-[3-[(4-chlorophenoxy)methyl]pyrrolidine-1-carbonyl]-4,4a,5,7,8,8a-hexahydropyrido[4,3-b][1,4]oxazin-3-one ClC1=CC=C(OCC2CN(CC2)C(=O)N2C[C@@H]3[C@@H](OCC(N3)=O)CC2)C=C1 |r|